C(C)(=O)N1C(CC2=CC=C(C=C12)S(=O)(=O)Cl)C 1-acetyl-2-methylindoline-6-sulfonyl chloride